C1(CCCCC1)C1=CC=C(C=C1)NC=1C2=C(N=C(N1)N1C[C@H](OCC1)C)C(N(C2)CCCN(C)C)=O (R)-4-((4-cyclohexylphenyl)amino)-6-(3-(dimethylamino)propyl)-2-(2-methylmorpholino)-5,6-dihydro-7H-pyrrolo[3,4-d]pyrimidin-7-one